1,6-dimethyl-2-((2-imidazolyl)-thioacetaminomethyl)-3-hydroxy-4-pyridone CN1C(=C(C(C=C1C)=O)O)C(NC(=S)C)C=1NC=CN1